FC1(CN(CCC1NC(=O)C1=C(OC2=C1C=C(C(=C2)F)OCC=2C(=NC=CC2)C(F)(F)F)C)C(=O)OC(C)(C)C)F tert-butyl 3,3-difluoro-4-(6-fluoro-2-methyl-5-((2-(trifluoromethyl)pyridin-3-yl)methoxy)benzofuran-3-carboxamido)piperidine-1-carboxylate